tert-butyl 5-(8-carbamoyl-6-fluoro-1,2,4,9-tetrahydrospiro[carbazole-3,1'-cyclopropan]-5-yl)-3,6-dihydropyridine-1(2H)-carboxylate C(N)(=O)C=1C=C(C(=C2C=3CC4(CC4)CCC3NC12)C1=CCCN(C1)C(=O)OC(C)(C)C)F